[3-(dimethylcarbamoyl)-4-fluoro-2-phenylpyrazolo[1,5-a]pyridin-6-yl]carbamic acid tert-butyl ester C(C)(C)(C)OC(NC=1C=C(C=2N(C1)N=C(C2C(N(C)C)=O)C2=CC=CC=C2)F)=O